O1C(C1)C1CC2C(CC1)O2 1,2-epoxy-4-(2-oxiranyl)cyclohexane